1-(3',5'-bis(trifluoromethyl)-[1,1'-biphenyl]-4-yl)-4,4,4-trifluorobutane-1,3-dione FC(C=1C=C(C=C(C1)C(F)(F)F)C1=CC=C(C=C1)C(CC(C(F)(F)F)=O)=O)(F)F